O(C1=CC=CC=C1)C1=CC=C(C=C1)S(=O)(=O)OC1CS(C=C1)(=O)=O 1,1-Dioxido-2,3-dihydrothiophen-3-yl 4-phenoxybenzenesulfonate